methyl (2S)-2-(tert-butoxycarbonylamino)-3-[(6R)-5-oxo-4-azaspiro[2.4]heptan-6-yl]propanoate C(C)(C)(C)OC(=O)N[C@H](C(=O)OC)C[C@H]1C(NC2(CC2)C1)=O